6-[4-(cyclopentyloxy)phenyl]-N'-[(E)-(3,5-dimethoxyphenyl)methylene]pyrazine-2-carbohydrazide C1(CCCC1)OC1=CC=C(C=C1)C1=CN=CC(=N1)C(=O)N/N=C/C1=CC(=CC(=C1)OC)OC